BrC=1C(=C(C=C(C1)F)NC(C=NO)=O)F N-(3-Bromo-2,5-difluorophenyl)-2-(hydroxyimino)acetamide